N-{[(3S,4R)-2-[5-Chloro-2-(2H-1,2,3-triazol-2-yl)benzoyl]-4-methyl-2-azabicyclo[3.1.1]heptan-3-yl]methyl}-5-(trifluoromethyl)pyrimidin-2-amin ClC=1C=CC(=C(C(=O)N2C3CC([C@H]([C@H]2CNC2=NC=C(C=N2)C(F)(F)F)C)C3)C1)N1N=CC=N1